ClC1=C(C(=CC=C1)Cl)CC(=O)NC1=CC(=C(C=C1)N1N=CC(=C1)C(F)(F)F)S(N)(=O)=O 2-(2,6-dichlorophenyl)-N-{3-sulfamoyl-4-[4-(trifluoromethyl)-1H-pyrazol-1-yl]Phenyl}acetamide